Cl.C1(CC1)COC([C@@H](N)C)=O L-Alanine cyclopropylmethyl ester-HCl